4-[7-(2-methoxy-4,6-dimethyl-phenyl)-1,8-naphthyridin-2-yl]-1-methyl-pyrrolidin-3-ol COC1=C(C(=CC(=C1)C)C)C1=CC=C2C=CC(=NC2=N1)C1C(CN(C1)C)O